(7-ethoxy-6-methoxy-1-(2-(pyridin-3-yl)ethyl)-3,4-dihydroisoquinolin-2(1H)-yl)(morpholino)methanone Ethyl-2-(1-benzyl-4-piperidylidene)-2-cyanoacetate C(C)OC(C(C#N)=C1CCN(CC1)CC1=CC=CC=C1)=O.C(C)OC1=C(C=C2CCN(C(C2=C1)CCC=1C=NC=CC1)C(=O)N1CCOCC1)OC